dithiophene formate C(=O)O.S1C=CC=C1.S1C=CC=C1